N-[[4-(hydroxymethyl)-1-[4-(trifluoromethoxy)phenyl]pyrazolo[3,4-b]pyridin-3-yl]methyl]but-2-ynamide OCC1=C2C(=NC=C1)N(N=C2CNC(C#CC)=O)C2=CC=C(C=C2)OC(F)(F)F